N1C(=NC=C1)C1=CC=CC=C1CN[C@@H](CC1=CNC=N1)C(=O)O N-imidazolebenzyl-histidine